FC1=C(C=CC=C1F)[C@@H]([C@H](OS(=O)(=O)C)[C@@H]1N(CCC1)C(=O)OCC1=CC=CC=C1)C1=CC=C(C=C1)F benzyl (R)-2-((1S,2S)-2-(2,3-difluorophenyl)-2-(4-fluorophenyl)-1-((methylsulfonyl)oxy)ethyl)pyrrolidine-1-carboxylate